FC(C)(F)C1(CNCC1)C(=O)N(C)C 3-(1,1-difluoroethyl)-N,N-dimethyl-pyrrolidine-3-carboxamide